C(C1=CC=CC=C1)N1C=CC2=CC=C(C=C12)C1=NNC(=C1)NC(=O)C1=NC=C(C=C1)NC1CCN(CC1)C N-(3-(1-benzyl-1H-indol-6-yl)-1H-pyrazol-5-yl)-5-((1-methylpiperidin-4-yl)amino)pyridine-2-carboxamide